tert-Butyl (3S)-3-(benzyloxycarbonylamino)-5-(dimethylamino)pentanoate C(C1=CC=CC=C1)OC(=O)N[C@H](CC(=O)OC(C)(C)C)CCN(C)C